(3R,4R)-1-(3-chlorophenyl-ethyl)-4-methoxy-3-((4-(methylsulfonyl)phenoxy)methyl)piperidine ClC=1C=C(C=CC1)CCN1C[C@@H]([C@@H](CC1)OC)COC1=CC=C(C=C1)S(=O)(=O)C